BrC=1C=NN(C1\C=C(/C#N)\C1=CC(=C(C=C1)Cl)F)C (Z)-3-(4-bromo-1-methyl-1H-pyrazol-5-yl)-2-(4-chloro-3-fluorophenyl)acrylonitrile